7-(2,8-Dimethylimidazo[1,2-b]pyridazin-6-yl)-2-[(3S,4S)-3-fluoro-4-piperidyl]thiazolo[3,2-a]pyrimidin-5-on CC=1N=C2N(N=C(C=C2C)C=2N=C3N(C(C2)=O)C=C(S3)[C@@H]3[C@@H](CNCC3)F)C1